ClC1=C(C(=CC=C1)Cl)CC(=O)NC1=CC(=NC=C1)N(C(CCC)=O)C1=CC=C(C=C1)F N-{4-[2-(2,6-dichlorophenyl)acetamido]pyridin-2-yl}-N-(4-fluorophenyl)butanamide